1-octadecanoyl-2-(5Z,8Z,11Z-eicosatrienoyl)-sn-glycero-3-phosphocholine CCCCCCCCCCCCCCCCCC(=O)OC[C@H](COP(=O)([O-])OCC[N+](C)(C)C)OC(=O)CCC/C=C\C/C=C\C/C=C\CCCCCCCC